(S)-(3-(difluoromethyl)-1-methyl-1H-pyrazol-5-yl)(4-(4-fluorobenzo[d]thiazol-2-yl)-6,7-dihydro-1H-imidazo[4,5-c]pyridin-5(4H)-yl)methanone FC(C1=NN(C(=C1)C(=O)N1[C@@H](C2=C(CC1)NC=N2)C=2SC1=C(N2)C(=CC=C1)F)C)F